(5-formylfuran-2-yl)acrylic acid C(=O)C1=CC=C(O1)C(C(=O)O)=C